BrC=1C(=C2C(N(C=NC2=CC1)C([2H])([2H])[2H])=O)F 6-bromo-5-fluoro-3-(methyl-d3)quinazolin-4(3H)-one